2-((2-((3-bromobenzyl)amino)-2-oxoethyl)thio)-1H-imidazole-4-carboxylic acid BrC=1C=C(CNC(CSC=2NC=C(N2)C(=O)O)=O)C=CC1